C(C=1C(O)=CC=CC1)(=O)OC(CCCC)O pentanediol salicylate